C1(CCC1)C=1C=NN(C1)C12CC(C1)(C2)NC(OCC[Si](C)(C)C)=O 2-(trimethylsilyl)ethyl (3-(4-cyclobutyl-1H-pyrazol-1-yl)bicyclo[1.1.1]pentan-1-yl)carbamate